tert-butyl 5-((4-bromo-1-methoxy-1-oxobutan-2-yl)oxy)-2-(3-(tert-butyl)phenyl)-1H-indole-1-carboxylate BrCCC(C(=O)OC)OC=1C=C2C=C(N(C2=CC1)C(=O)OC(C)(C)C)C1=CC(=CC=C1)C(C)(C)C